2,4-bistrichloromethyl-6-4-methoxystyryl-1,3,5-triazine ClC(C1=NC(=NC(=N1)C(Cl)(Cl)Cl)C=CC1=CC=C(C=C1)OC)(Cl)Cl